NC1=CC=C(OC2=C(C(=NC=N2)N(C(=O)OC(C)(C)C)C(=O)OC(C)(C)C)Cl)C=C1 6-(4-aminophenoxy)-5-chloro-N,N-di-tert-butoxycarbonylpyrimidin-4-amine